methylenebis[isocyanatobenzene] C(C1=C(C=CC=C1)N=C=O)C1=C(C=CC=C1)N=C=O